C(C=C)(=O)N1CCC(CC1)OC=1N=C2C(=NC1)NC=C2C(=O)NC[C@@]2(C[C@@H](CC2)C)O |&1:24| Racemic-2-[(1-acryloylpiperidin-4-yl)oxy]-N-{[(3R)-1-hydroxy-3-methylcyclopentyl]methyl}-5H-pyrrolo[2,3-b]pyrazine-7-carboxamide